Methyl 1-(2-aminoethyl)-4-(2-chloro-5-methylpyrimidin-4-yl)-1H-pyrrole-2-carboxylate NCCN1C(=CC(=C1)C1=NC(=NC=C1C)Cl)C(=O)OC